COC(COC1=C(C(=O)OC)C=CC=C1)=O methyl 2-(2-methoxy-2-oxoethoxy)benzoate